C(#C)C1=C(C(=CC(=C1)OC)OC)F 1-ethynyl-2-fluoro-3,5-dimethoxybenzene